amino-5-bromo-2-(4-methoxybenzyl)pyridazin-3(2H)-one NC=1C(N(N=CC1Br)CC1=CC=C(C=C1)OC)=O